isopropyl trans-N-[4-[5-[2-(ethylsulfamoyl)-4-[(pyridin-3-yl)amino]phenyl]thiazol-2-yl]cyclohexyl]carbamate C(C)NS(=O)(=O)C1=C(C=CC(=C1)NC=1C=NC=CC1)C1=CN=C(S1)[C@@H]1CC[C@H](CC1)NC(OC(C)C)=O